The molecule is a pentacyclic triterpenoid of the class of arborinane-type terpenoids isolated from the roots of Rubia yunnanensis. It has a role as a plant metabolite. It is a triol, a pentacyclic triterpenoid and a cyclic terpene ketone. CC(C)[C@@H]1C[C@H]([C@H]2[C@]1(CC[C@@]3([C@@]2(CC=C4[C@H]3[C@H](C[C@@H]5[C@@]4(CCC(=O)C5(C)C)C)O)C)C)CO)O